tert-butyl 4-[3-[4-(cyclopropylcarbamoyl)-3-(difluoromethoxy)-5-methoxyphenyl] imidazo[1,2-a]pyridin-7-yl]piperidine-1-carboxylate C1(CC1)NC(=O)C1=C(C=C(C=C1OC)C1=CN=C2N1C=CC(=C2)C2CCN(CC2)C(=O)OC(C)(C)C)OC(F)F